N1C=C(C=CC1=O)C=1C=NC=CC1 [3,3'-bipyridin]-6(1H)-one